(+-)-2-(4-(4-(2-amino-6-methylpyrimidin-4-yl)-1,4-oxazepan-3-yl)-3-chlorophenyl)propane-1,3-diol NC1=NC(=CC(=N1)N1[C@@H](COCCC1)C1=C(C=C(C=C1)C(CO)CO)Cl)C |r|